4-Aminosulfonyl-butyric acid NS(=O)(=O)CCCC(=O)O